4-bromo-4'-(4-propylcyclohexyl)-1,1'-biphenyl BrC1=CC=C(C=C1)C1=CC=C(C=C1)C1CCC(CC1)CCC